C1(CCCC1)C1=CC(=C2C=NC(=NN21)N[C@H]2[C@@H](CN(CC2)S(=O)(=O)C2CC2)O)F (3R,4R)-4-((7-cyclopentyl-5-fluoropyrrolo[2,1-f][1,2,4]triazin-2-yl)amino)-1-(cyclopropylsulfonyl)piperidin-3-ol